(2S,4R)-1-(4-(benzyloxy)-5-methoxy-2-nitrobenzoyl)-4-(methoxy)pyrrolidine-2-carboxylic acid methyl ester COC(=O)[C@H]1N(C[C@@H](C1)OC)C(C1=C(C=C(C(=C1)OC)OCC1=CC=CC=C1)[N+](=O)[O-])=O